COC=1C=C(/C=C/C2=CC=C(OC(=O)NCCNC(C(CC3=CC=CC=C3)NC(OC(C)(C)C)=O)=O)C=C2)C=C(C1)OC Tert-butyl (E)-(1-((2-(((4-(3,5-dimethoxystyryl)phenoxy)carbonyl)amino) ethyl)amino)-1-oxo-3-phenylpropan-2-yl)carbamate